lithium phenyl (2,4,6-trimethylbenzoyl)phosphinate CC1=C(C(=O)P(OC2=CC=CC=C2)=O)C(=CC(=C1)C)C.[Li]